C(CCCCCCCCCCCCCCC)OC=1C(=O)O[C@@H](C1OCC(C)(C)O)[C@@H](O)CO 2-O-hexadecyl-3-O-(2-hydroxyisobutyl)ascorbic acid